N-(3-cyano-4-methyl-1H-indazol-7-yl)-1,3-thiazole-5-sulfonamide C(#N)C1=NNC2=C(C=CC(=C12)C)NS(=O)(=O)C1=CN=CS1